C1(CC1)[C@H](CC(=O)O)C1=CC(=CC=C1)O (S)-3-cyclopropyl-3-(3-hydroxyphenyl)propanoic acid